OC1CCN(CC1)C1=CC=C(C=C1)C(\C=C\C1=CC(=C(C=C1)OCCC(C)C)OC)=O (E)-1-[4-(4-Hydroxypiperidin-1-yl)phenyl]-3-[3-methoxy-4-(3-methylbutoxy)phenyl]prop-2-en-1-one